methyl 3-((2-oxobutyl)carbamoyl)cyclopentane-1-carboxylate O=C(CNC(=O)C1CC(CC1)C(=O)OC)CC